OC1=CC=NC=2NN=NC21 hydroxy-7-aza-benzotriazol